C(CCCCCCCCC)S=S([O-])CCCCCCCCCC S-decyl-1-decanethiosulfinate